N-[3-[2-(difluoromethoxy)-5-(1,2,3,4-tetrahydroisoquinolin-6-yloxy)phenyl]-1-methyl-pyrazol-4-yl]pyrazolo[1,5-a]pyrimidine-3-carboxamide FC(OC1=C(C=C(C=C1)OC=1C=C2CCNCC2=CC1)C1=NN(C=C1NC(=O)C=1C=NN2C1N=CC=C2)C)F